N-[4-[4-[6-chloro-4-(trifluoromethyl)-2-pyridyl]piperazin-1-yl]sulfonylphenyl]-3-[2,5-diazabicyclo[2.2.1]heptan-2-yl]benzamide ClC1=CC(=CC(=N1)N1CCN(CC1)S(=O)(=O)C1=CC=C(C=C1)NC(C1=CC(=CC=C1)N1C2CNC(C1)C2)=O)C(F)(F)F